trans-4-(8-(2-chloro-4-phenoxybenzoyl)-1,6-dihydroimidazo[4,5-d]Pyrrolo[2,3-b]Pyridin-2-yl)-1-methylcyclohexane-1-carbonitrile ClC1=C(C(=O)C2=CNC3=NC=C4C(=C32)NC(=N4)C4CCC(CC4)(C#N)C)C=CC(=C1)OC1=CC=CC=C1